o-Iodophenol IC1=C(C=CC=C1)O